2-chloro-4-(diethoxyphosphorylmethyl)-5-methoxy-pyridine ClC1=NC=C(C(=C1)CP(=O)(OCC)OCC)OC